N-(4-(chlorodifluoromethoxy)phenyl)-6-(4-(((2-(2,6-dioxopiperidin-3-yl)-4-fluoro-1-oxoisoindolin-5-yl)methyl)(methyl)amino)piperidin-1-yl)-5-(1H-pyrazol-5-yl)nicotinamide ClC(OC1=CC=C(C=C1)NC(C1=CN=C(C(=C1)C1=CC=NN1)N1CCC(CC1)N(C)CC=1C(=C2CN(C(C2=CC1)=O)C1C(NC(CC1)=O)=O)F)=O)(F)F